FC1=C(C=CC(=C1)F)C1=NN=C(S1)C(=O)N1CC2=C(C(C1)(C=1C=NN(C1)C)C)C=CS2 [5-(2,4-difluorophenyl)-1,3,4-thiadiazol-2-yl]-[4-methyl-4-(1-methylpyrazol-4-yl)-5,7-dihydrothieno[2,3-c]pyridin-6-yl]methanone